FC(C=1C(=C(C=CC1)[C@@H](C)NC=1C2=C(N=C(N1)C)C=NC(=C2)N2CC=1N(CC2)N=C(N1)C(F)(F)F)F)F N-{(1R)-1-[3-(difluoromethyl)-2-fluorophenyl]ethyl}-2-methyl-6-[2-(trifluoromethyl)-5,6-dihydro[1,2,4]triazolo[1,5-a]pyrazin-7(8H)-yl]pyrido[3,4-d]pyrimidin-4-amine